COC(=O)C1=CC(=NN1CCNC(=O)OC(C)(C)C)[N+](=O)[O-] 1-(2-((tert-Butoxycarbonyl)amino)ethyl)-3-nitro-1H-pyrazole-5-carboxylic acid methyl ester